(R)-t-butyl 3-(trimethylsilyloxy)-pent-4-enoate C[Si](O[C@H](CC(=O)OC(C)(C)C)C=C)(C)C